4-(4-ethylphenyl)-2-methyl-quinazoline C(C)C1=CC=C(C=C1)C1=NC(=NC2=CC=CC=C12)C